BrCCC1=C(C=CC=C1)B(O)O bromoethyl-phenylboronic acid